tert-butyl (4-chloro-2-(((cyanomethyl)(methyl)amino)methyl)phenyl)carbamate ClC1=CC(=C(C=C1)NC(OC(C)(C)C)=O)CN(C)CC#N